1-ethyl-3-methylimidazolium bis(trifluoromethylsulfonyl)imide salt [N-](S(=O)(=O)C(F)(F)F)S(=O)(=O)C(F)(F)F.C(C)N1C=[N+](C=C1)C